3-amino-4-(7-fluoro-1H-indazol-4-yl)-6-spiro[2.3]hexan-5-yl-1H-1,7-phenanthrolin-2-one NC=1C(NC2=C3C=CC=NC3=C(C=C2C1C1=C2C=NNC2=C(C=C1)F)C1CC2(CC2)C1)=O